1,2-difluorophenylethanediol FC1(C(C=CC=C1)F)C(C)(O)O